N-cyclopentyl-aminomethyl-trimethoxysilane C1(CCCC1)NC[Si](OC)(OC)OC